1-benzyl-4-(4-bromophenylethyl)-1H-1,2,3-triazole C(C1=CC=CC=C1)N1N=NC(=C1)CCC1=CC=C(C=C1)Br